(S)-4-methyl-N-((2-(6-(2-methylpiperazin-1-yl)pyridin-2-yl)-1,6-naphthyridin-7-yl)methyl)-3-(methylsulfonyl)benzamide CC1=C(C=C(C(=O)NCC2=NC=C3C=CC(=NC3=C2)C2=NC(=CC=C2)N2[C@H](CNCC2)C)C=C1)S(=O)(=O)C